3-(4-((7-Fluoroquinazolin-4-yl)amino)butyl)imidazoline-2,4-dione FC1=CC=C2C(=NC=NC2=C1)NCCCCN1C(NCC1=O)=O